4-CHLORO-2-ETHYL-BENZALDEHYDE ClC1=CC(=C(C=O)C=C1)CC